OCC(C(=O)N1C(CCC1)C(=O)O)=C 1-[(2-(hydroxymethyl)acryloyl)]pyrrolidine-2-carboxylic acid